C(C)(C)(C)C1=CC=C(C=C1)C1CC2C(N(OC2(C)C)C)C(C1)C 5-(4-(tert-butyl)phenyl)-1,3,3,7-tetramethyloctahydrobenzo[c]isoxazole